C(=O)(OC(C)(C)C)NC(=NC(=O)OC(C)(C)C)N1N=CC=C1 N,N'-di-Boc-1H-pyrazole-1-formamidine